[Ir+3].C1(=C(C(=CC(=C1)C)C)N1C(=NC=C1)C1=CC=CC=C1)C (mesityl-2-phenyl-1H-imidazole) iridium (III)